2-(2-Ethynylpyridin-4-yl)-2-methylpropanenitrile C(#C)C1=NC=CC(=C1)C(C#N)(C)C